Fluoro-Octyl-Trichlorosilane FCCCCCCCC[Si](Cl)(Cl)Cl